COC1=C(C=C2C=C(C(OC2=C1)=O)C(=O)OCC)N1N=NC(=C1)C1=CC=CC=C1 Ethyl 7-methoxy-2-oxo-6-(4-phenyl-1H-1,2,3-triazol-1-yl)-2H-chromene-3-carboxylate